2-(N-(4-methoxy-6-((4-(propionamidomethyl)-1H-pyrazol-1-yl)methyl)benzo[d]isoxazol-3-yl)sulfamoyl)-N-methylbenzamide COC1=CC(=CC2=C1C(=NO2)NS(=O)(=O)C2=C(C(=O)NC)C=CC=C2)CN2N=CC(=C2)CNC(CC)=O